1-({3-[2-(4-chlorophenyl)ethyl]-1,2,4-oxadiazol-5-yl}methyl)-N,N,5-trimethyl-6-oxo-1,6-dihydropyridazine-4-carboxamide ClC1=CC=C(C=C1)CCC1=NOC(=N1)CN1N=CC(=C(C1=O)C)C(=O)N(C)C